2-[[5-(4-Chloro-2-fluorophenyl)-3-methyltriazol-4-yl]methyl]-5-(3-pyrimidin-4-yloxyazetidin-1-yl)pyridazin-3-on ClC1=CC(=C(C=C1)C1=C(N(N=N1)C)CN1N=CC(=CC1=O)N1CC(C1)OC1=NC=NC=C1)F